tert-butoxycarbonylglycine ethyl ester C(C)OC(CNC(=O)OC(C)(C)C)=O